C1(=CC=CC=C1)C(O)(C1=CC=CC=C1)C1=CC=CC=C1 Triphenylmethanol